[Cl-].OC[C@@H]1CC[C@H](CO1)[NH3+] (3R,6S)-6-(Hydroxymethyl)oxan-3-aminium chloride